4-(((R)-1-(3-(difluoromethyl)-2-fluorophenyl)ethyl)amino)-6-((3R,4R)-3-fluorotetrahydro-2H-pyran-4-yl)-2-methyl-2,6-dihydropyrido[3,4-d]pyridazine-1,7-dione FC(C=1C(=C(C=CC1)[C@@H](C)NC1=NN(C(C=2C1=CN(C(C2)=O)[C@H]2[C@H](COCC2)F)=O)C)F)F